2-(4-[[8-(2-chlorophenyl)-7-(4-chlorophenyl)-1-methyl-2,6-dioxo-2,3,6,7-tetrahydro-1H-purin-3-yl]methyl]piperidin-1-yl)acetamide ClC1=C(C=CC=C1)C1=NC=2N(C(N(C(C2N1C1=CC=C(C=C1)Cl)=O)C)=O)CC1CCN(CC1)CC(=O)N